FN1[C@]2(CN(C[C@@H]1CC2)C2=CC=NC=C2)C 8-fluoro-4-((1r,5s)-1-methyl-3,8-diazabicyclo[3.2.1]oct-3-yl)pyridin